[Na+].[O-]P(O)(=O)OP(=O)(O)O diphosphate monosodium salt